CC=1C=C(C=CC1[C@@H](C=C)[C@H]1O[C@@H]([C@H]([C@@H]([C@@H]1OCC1=CC=CC=C1)OCC1=CC=CC=C1)OCC1=CC=CC=C1)COCC1=CC=CC=C1)C1=NC=C(N=C1)C(F)(F)F 2-(3-Methyl-4-((R)-1-((2R,3R,4R,5R,6R)-3,4,5-tris(benzyloxy)-6-((benzyloxy)methyl)tetrahydro-2H-pyran-2-yl)allyl)phenyl)-5-(trifluoromethyl)pyrazine